7-Chloro-1-((1-methylpyrrolidin-2-yl)methoxy)isoquinoline ClC1=CC=C2C=CN=C(C2=C1)OCC1N(CCC1)C